C1(CC1)NC(C1=CC(=C(C=C1)C)C1=CC2=C(N(CCOC2)C)N=C1)=O N-cyclopropyl-4-methyl-3-(1-methyl-1,2,3,5-tetrahydropyrido[2,3-e][1,4]oxazepin-7-yl)benzamide